C(C)(C)(C)OC([C@H](C(C)C)OC1=C(C=C(C=C1)Br)C1=NOCC1OCC)=O.C(=O)(OC(C)(C)C)NC1CNCC1 3-Bocaminopyrrolidine tert-butyl-(2S)-2-[4-bromo-2-(4-ethoxy-4,5-dihydroisoxazol-3-yl)phenoxy]-3-methylbutanoate